BrC1=C(C=CC(=C1)OC)C(C(=O)OC)=O methyl 2-(2-bromo-4-methoxyphenyl)-2-oxoacetate